2-cyclopropyl-3-fluoro-5-[2-methoxy-4-(trifluoromethoxy)phenoxy]isonicotinic acid chloride C1(CC1)C=1C(=C(C(=O)Cl)C(=CN1)OC1=C(C=C(C=C1)OC(F)(F)F)OC)F